N-methoxy-N-methyl-1H-pyrrolo[3,2-c]pyridine-3-carboxamide CON(C(=O)C1=CNC2=C1C=NC=C2)C